4-methyl-4H-benzo[f]imidazo[1,5-a][1,4]diazepine CC1C=2N(C3=C(C=N1)C=CC=C3)C=NC2